CCC1C(O1)CCCCC(CCC=CC=CC=CC=CC(=O)O)O 12-hydroxy-17,18-epoxyeicosatetraenoic acid